2-(4-(4-hydroxy-2-methylquinolin-6-yl)-2-methoxyphenyl)-N,N-dimethylacetamide OC1=CC(=NC2=CC=C(C=C12)C1=CC(=C(C=C1)CC(=O)N(C)C)OC)C